N-ethyl-N-(4-methoxyphenyl)vinylamide C(C)[N-]C=CC1=CC=C(C=C1)OC